(1-(2-(6-(difluoromethyl)imidazo[1,2-a]pyrazin-3-yl)pyrimidin-4-yl)piperidin-3-yl)methanesulfonamide FC(C=1N=CC=2N(C1)C(=CN2)C2=NC=CC(=N2)N2CC(CCC2)CS(=O)(=O)N)F